3,3-difluoroazetidinium hydrogen chloride salt Cl.FC1(C[NH2+]C1)F